(R)-(S)-2-acetoxy-2-phenylacetic acid-1-methylpiperidin-3-yl ester CN1C[C@H](CCC1)OC([C@@H](C1=CC=CC=C1)OC(C)=O)=O